C(OC[C@]1(O[C@H]([C@@H]([C@@H]1O)O)C1=CC=C2C(=NC=NN21)\N=C/N(C)C)C#N)(OC)=O ((2R,3S,4R,5S)-2-cyano-5-(4-(((Z)-(dimethylamino)methylene)amino)pyrrolo[2,1-f][1,2,4]triazin-7-yl)-3,4-dihydroxytetrahydrofuran-2-yl)methyl methyl carbonate